C(C)(C)(C)OC(NC=1N=NN(C1)C1=CC(=C(C=C1)N1CCN(CC1)C)NC(C1=C(C(=C(C(=C1)N)F)C)Cl)=O)=O Tert-butyl(1-(3-(5-amino-2-chloro-4-fluoro-3-methylbenzoylamino)-4-(4-methylpiperazin-1-yl)phenyl)-1H-1,2,3-triazol-4-yl)carbamate